carbon, magnesium salt [Mg].[C]